gallium oxide iridium [Ir+3].[O-2].[Ga+3].[O-2].[O-2]